(R)-8-benzyl-4-propyl-6,6a,7,8,9,10-hexahydro-5H-pyrazino[1,2-a][1,7]naphthyridine C(C1=CC=CC=C1)N1C[C@@H]2N(C=3C=NC=C(C3CC2)CCC)CC1